Cl.FC1(C2CNCC12)F 6,6-difluoro-3-aza-bicyclo[3.1.0]Hexane hydrochloride